7-hydroxy-8-[(E)-(4-sulfonyl-1-naphthyl)-diazenyl]-1,3-naphthalenedisulfonic acid OC1=CC=C2C=C(C=C(C2=C1\N=N\C1=CCC(C2=CC=CC=C12)=S(=O)=O)S(=O)(=O)O)S(=O)(=O)O